rac-(4aS,9bS)-3,3-dimethyl-7-(trifluoromethyl)-1,2,3,4,4a,9b-hexahydrofuro[2,3-b:4,5-b']dipyridine hydrochloride Cl.CC1(C[C@H]2[C@@H](NC1)C=1C(=NC(=CC1)C(F)(F)F)O2)C |r|